succinamide furandicarboxylate O1C(=C(C=C1)C(=O)O)C(=O)O.C(CCC(=O)N)(=O)N